6-(2,4-dimethoxypyrimidin-5-yl)-8-(3-(methoxymethyl)-3-methylpyrrolidin-1-yl)imidazo[1,2-b]pyridazine COC1=NC=C(C(=N1)OC)C=1C=C(C=2N(N1)C=CN2)N2CC(CC2)(C)COC